FC1(CCC(CC1)C1N(CCCC1)C(=O)OC(C)(C)C)F tert-butyl 2-(4,4-difluorocyclohexyl)piperidine-1-carboxylate